1,3,5-tris(4-hydroxyphenyl)cyclohexane tert-butyl-[(4-chlorobenzoyl)oxy]carbamate C(C)(C)(C)OC(NOC(C1=CC=C(C=C1)Cl)=O)=O.OC1=CC=C(C=C1)C1CC(CC(C1)C1=CC=C(C=C1)O)C1=CC=C(C=C1)O